C(C)(C)(C)OC(=O)N[C@H]1CN(CC[C@@H]2N(C1=O)[C@@H](CC2)C(=O)O)C(NC(C)C)=O (5S,8S,10aR)-5-((tert-butoxycarbonyl)amino)-3-(isopropylcarbamoyl)-6-oxodecahydropyrrolo[1,2-a][1,5]diazocine-8-carboxylic acid